(E)-benzyl 3-(4,4,5,5-tetramethyl-1,3,2-dioxaborolan-2-yl)acrylate CC1(OB(OC1(C)C)/C=C/C(=O)OCC1=CC=CC=C1)C